BrC=1C(=C(OC2CC3(C2)CCN(CC3)C(=O)OC(C)(C)C)C=CC1)C tert-butyl 2-(3-bromo-2-methyl-phenoxy)-7-azaspiro[3.5]nonane-7-carboxylate